tert-butyl (R)-4-(4-((1-(3-(difluoromethyl)-2-fluorophenyl)ethyl)amino) quinolin-6-yl)-3,6-dihydropyridine-1(2H)-carboxylate FC(C=1C(=C(C=CC1)[C@@H](C)NC1=CC=NC2=CC=C(C=C12)C=1CCN(CC1)C(=O)OC(C)(C)C)F)F